((1s,3s)-3-Hydroxy-3-methylcyclobutyl)(6-(isochinolin-6-yl)-2-azaspiro[3.3]heptan-2-yl)methanon OC1(CC(C1)C(=O)N1CC2(C1)CC(C2)C=2C=C1C=CN=CC1=CC2)C